FC(C(O)C=1C=NC(=NC1)N1CCN(CC1)C=1C=NN2C1C=CC(=C2)C=2C=NN(C2)C)(F)F 2,2,2-trifluoro-1-(2-{4-[6-(1-methyl-1H-pyrazol-4-yl)pyrazolo[1,5-a]pyridin-3-yl]piperazin-1-yl}pyrimidin-5-yl)ethanol